NC=1N=CC(=NC1OC=1C=NN(C1)C1CCN(CC1)C)C=1C=C(C=C(C1)N1[C@@H](CCC1)CO[Si](C)(C)C(C)(C)C)C1(COC1)O (S)-3-(3-(5-amino-6-((1-(1-methylpiperidin-4-yl)-1H-pyrazol-4-yl)oxy)pyrazin-2-yl)-5-(2-(((tert-butyldimethylsilyl)oxy)methyl)pyrrolidin-1-yl)phenyl)oxetan-3-ol